ClC1=C(C=CC(=C1)Cl)[C@]1(OC[C@H](O1)COC1=CC=C(C=C1)N1CCN(CC1)C1=CC=C(C=C1)NC(C1=CC=C(C=C1)O)=O)C N-(4-(4-(4-(((2S,4R)-2-(2,4-dichlorophenyl)-2-methyl-1,3-dioxolan-4-yl)methoxy)phenyl)piperazin-1-yl)phenyl)-4-hydroxybenzamide